BrC1=CC(=C(O[C@H](C(=O)O)C)C=C1)C1=NOC(=C1)C1CC1 (2S)-2-[4-bromo-2-(5-cyclopropyl-1,2-oxazol-3-yl)phenoxy]propionic acid